CC1=CC=C(CN2C=3N(C4=C(C2=O)CN(CC4)CC4=CC(=CC(=C4)Cl)Cl)CCCN3)C=C1 6-(4-Methylbenzyl)-3-(3,5-dichlorobenzyl)-1,2,3,4,6,8,9,10-octahydro-5H-pyrido[3,4-e]pyrimido[1,2-a]pyrimidin-5-one